2-[3-(4-chloro-3-isopropyloxyphenyl)-1-methyl-1H-1,2,4-triazol-5-yl]-N-[(4R)-3,4-dihydro-2H-1-benzopyran-4-yl]acetamide ClC1=C(C=C(C=C1)C1=NN(C(=N1)CC(=O)N[C@@H]1CCOC2=C1C=CC=C2)C)OC(C)C